1-(3-fluoro-4-(5-(trifluoromethyl)-1,2,4-oxadiazol-3-yl)phenyl)-2-(pyridin-3-yloxy)ethan-1-one methyl-2-[2-[tert-butyl-(dimethyl)silyl]oxyethyl]-4-iodo-5-methyl-pyrazole-3-carboxylate COC(=O)C=1N(N=C(C1I)C)CCO[Si](C)(C)C(C)(C)C.FC=1C=C(C=CC1C1=NOC(=N1)C(F)(F)F)C(COC=1C=NC=CC1)=O